The molecule is an aldehyde that is furan substituted by a formyl group at position 3. It has a role as a metabolite. It is a member of furans and an aldehyde. It derives from a hydride of a furan. C1=COC=C1C=O